FC(C1=NN=C(S1)C1=NC(=NC2=C(C=C(C=C12)S(=O)(=O)NC1(CC1)C)N1C[C@@H](N([C@H](C1)C)C)C)CNC)F 4-[5-(difluoromethyl)-1,3,4-thiadiazol-2-yl]-2-(methylaminomethyl)-N-(1-methylcyclopropyl)-8-[(3S,5S)-3,4,5-trimethylpiperazin-1-yl]quinazoline-6-sulfonamide